OC1CC(C1)(C)NC1=NC(=CC(=C1)C=1C=C(C=CC1C)NC(=O)N1C[C@@H](CC1)CC(F)(F)F)N1CCOCC1 (S)-N-(3-(2-(((1R,3S)-3-hydroxy-1-methylcyclobutyl)amino)-6-morpholinopyridin-4-yl)-4-methylphenyl)-3-(2,2,2-trifluoroethyl)pyrrolidine-1-carboxamide